Dodecyl (E)-2-(3,5-Dimethyl-4-(phenyldiazenyl)-1H-pyrazol-1-yl)acetate CC1=NN(C(=C1\N=N\C1=CC=CC=C1)C)CC(=O)OCCCCCCCCCCCC